(2,3-epoxypropoxy)propyltrimethoxysilane Tin [Sn].C(C1CO1)OCCC[Si](OC)(OC)OC